ClC1=C(C=CC2=C1C=CS2)N 4-chlorobenzothiophen-5-amine